COC=1C=C(C=CC1OC)C1=CC=NC=2N1N=C(C2)C(=O)NC2=C(C=C(C=C2)C(=O)N2CCOCC2)F 7-(3,4-dimethoxyphenyl)-N-(2-fluoro-4-(morpholine-4-carbonyl)phenyl)pyrazolo[1,5-a]pyrimidine-2-carboxamide